bis(3-(3-propylimidazolyl)propyl)-N-methyl-amine C(CC)N1C(=NC=C1)CCCN(C)CCCC1=NC=CN1CCC